C(C)OC([C@@H](N)CC1=C(C=CC=C1)OC)=O 2-Methoxyphenylalanine ethyl ester